C(C)OC(=O)C1CC2=CC=C(C=C2CC1)Br 6-bromo-1,2,3,4-tetrahydronaphthalene-2-carboxylic acid ethyl ester